tert-butyl N-(2-{[4-(2,6-difluoro-4-nitrophenoxy)-6-methoxyquinolin-7-yl] oxy} ethyl)-N-methylcarbamate FC1=C(OC2=CC=NC3=CC(=C(C=C23)OC)OCCN(C(OC(C)(C)C)=O)C)C(=CC(=C1)[N+](=O)[O-])F